3-(4-acetoxyphenyl)-3-oxopropanoic acid ethyl ester C(C)OC(CC(=O)C1=CC=C(C=C1)OC(C)=O)=O